CO[C@@H]1[C@H](COC1)OC1=C2C(=NC=NC2=CC(=C1)C=1C=NN(C1)C)NC1=CC2=C(N=CS2)C=C1 |r| rac-N-(5-(((3S,4S)-4-methoxytetrahydrofuran-3-yl)oxy)-7-(1-methyl-1H-pyrazol-4-yl)quinazolin-4-yl)benzo[d]thiazol-6-amine